2-(2-methoxyethoxy)thiazole-5-carboxylic acid ethyl ester C(C)OC(=O)C1=CN=C(S1)OCCOC